3,7-dimethyl-6-octen-1-yl palmitate C(CCCCCCCCCCCCCCC)(=O)OCCC(CCC=C(C)C)C